(S)-N-((R and S)-(4-chlorophenyl)(2-(trifluoromethyl)-1H-imidazol-4-yl)methyl)-2-oxoImidazolidine-4-carboxamide ClC1=CC=C(C=C1)[C@@H](NC(=O)[C@H]1NC(NC1)=O)C=1N=C(NC1)C(F)(F)F |&1:7|